ClC1=C(OC2=CC=CC3=C2NC(=NS3(=O)=O)NC3=NC(=CC=C3)OC)C=CC=C1 5-(2-chlorophenoxy)-3-((6-methoxypyridin-2-yl)amino)-4H-benzo[e][1,2,4]thiadiazine 1,1-dioxide